FC=1C(=NC(=NC1)NC1=C(C(=CC=C1)S(=O)(=O)C)F)C1=CNC2=C(C=CC=C12)NC([C@H](COC)N1C[C@@H](N([C@H](C1)C)C)C)=O (S)-N-(3-(5-fluoro-2-((2-fluoro-3-(methyl-sulfonyl)phenyl)amino)pyrimidin-4-yl)-1H-indol-7-yl)-3-methoxy-2-((3S,5S)-3,4,5-trimethylpiperazin-1-yl)propanamide